Cl.CNC N-methylmethanamine hydrogen chloride